C(CCCCCCC)C=1NC=CN1 2-octyl-imidazole